NC1=C2C(=NC=N1)N(N=C2C2=CC=C(C=C2)OC2=CC=CC=C2)C[C@H]2N(CCC2)C(C=C)=O 1-((S)-2-((4-amino-3-(4-phenoxyphenyl)-1H-pyrazolo[3,4-d]pyrimidin-1-yl)methyl)pyrrolidin-1-yl)prop-2-en-1-one